NC=1NC=C(N1)CN[C@@H](C)C(=O)O (2-amino-1H-imidazol-4-yl)methyl-alanine